N1C=CN=CC1=O Pyrazin-6-one